3,4,5-trimethoxyphenylboric acid COC=1C=C(C=C(C1OC)OC)OB(O)O